2,4-bis(benzyloxy)-5-isopropyl-N-(2-(morpholinylmethyl)phenyl)benzamide C(C1=CC=CC=C1)OC1=C(C(=O)NC2=C(C=CC=C2)CN2CCOCC2)C=C(C(=C1)OCC1=CC=CC=C1)C(C)C